(S)-1-(5-bromopyridin-3-yl)pent-4-en-1-amine BrC=1C=C(C=NC1)[C@H](CCC=C)N